FC1=C(C(=C2C=CN(C2=C1)S(=O)(=O)C1=CC=C(C)C=C1)CO)OC1=CC(=C(C=C1)F)C1=NNC=C1 (6-fluoro-5-(4-fluoro-3-(1H-pyrazol-3-yl)phenoxy)-1-tosyl-1H-indol-4-yl)methanol